4-(2-Amino-2-methylpropanoyl)-N-(1-(4-(1-((4-aminoazepan-1-yl)methyl)cyclopropyl)phenyl)-2-oxo-1,2-dihydropyrimidin-4-yl)piperazine-1-carboxamide hydrochloride salt Cl.NC(C(=O)N1CCN(CC1)C(=O)NC1=NC(N(C=C1)C1=CC=C(C=C1)C1(CC1)CN1CCC(CCC1)N)=O)(C)C